N-(5-bromo-3-fluoro-2-nitrophenyl)-5-(difluoromethyl)-1,3,4-thiadiazol-2-amine BrC=1C=C(C(=C(C1)NC=1SC(=NN1)C(F)F)[N+](=O)[O-])F